1-(4-chlorophenyl)-2-cyano-3-(4-(6-fluoroquinolin-4-yl)cyclohexyl)guanidine ClC1=CC=C(C=C1)NC(=NC#N)NC1CCC(CC1)C1=CC=NC2=CC=C(C=C12)F